CC=1C(NC(NC1)=O)=O monomethyluracilE